BrC=1C=C2CCC(N(C2=CC1)CC1=CC=C(C=C1)OC)=O 6-bromo-1-(4-methoxybenzyl)-3,4-dihydroquinolin-2(1H)-one